2-((5-((5-(3,5-Dimethylisoxazol-4-yl)-2-methylphenyl)(4-(2-methyl-1H-imidazol-1-yl)phenyl)amino)pentyl)oxy)acetic acid CC1=NOC(=C1C=1C=CC(=C(C1)N(CCCCCOCC(=O)O)C1=CC=C(C=C1)N1C(=NC=C1)C)C)C